5-(2-fluoro-4-hydroxy-3'-(isobutylamino)-[1,1'-biphenyl]-3-yl)-1,2,5-thiadiazolidin-3-one 1,1-dioxide FC1=C(C=CC(=C1N1CC(NS1(=O)=O)=O)O)C1=CC(=CC=C1)NCC(C)C